thienyl-(thianthrene) S1C(=CC=C1)C1=CC=CC=2SC3=CC=CC=C3SC12